CN1C(N(C2=C3C(=NC=C21)NC(=C3C=3C=C2C=NN(C2=CC3)C)C=3C=NN(C3)C)C3C[C@@H]2CCC(C3)N2)=O (1S)-3-(3-Methyl-8-(1-methyl-1H-indazol-5-yl)-7-(1-methyl-1H-pyrazol-4-yl)-2-oxo-3,6-dihydroimidazo[4,5-d]pyrrolo[2,3-b]pyridin-1(2H)-yl)-8-azabicyclo[3.2.1]octan